Elaidylamin C(CCCCCCC\C=C\CCCCCCCC)N